n-methyl-1,4,6-triazabicyclo[3.3.0]oct-4-ene CN1C2=NCCN2CC1